3-[[2-[5-Chloro-2-[(4-methoxyphenyl)methoxy]phenyl]acetyl]amino]benzoic Acid ClC=1C=CC(=C(C1)CC(=O)NC=1C=C(C(=O)O)C=CC1)OCC1=CC=C(C=C1)OC